COC(CC1=C(C=CC(=C1)Cl)O)=O 2-(5-chloro-2-hydroxy-phenyl)acetic acid methyl ester